ethyl 6-((2-amino-3-chloropyridin-4-yl) thio)-3-(4-amino-4-methylpiperidin-1-yl)-5-methylpyrazine-2-carboxylate NC1=NC=CC(=C1Cl)SC1=C(N=C(C(=N1)C(=O)OCC)N1CCC(CC1)(C)N)C